1-methoxypropyl-3-methylthioimidazolium COC(CC)C=1NC=C[N+]1SC